N-[(4-cyclopropyl-3-fluorophenyl)(phenyl)methyl]-4-fluoro-1-[2-(5-oxo-4,5-dihydro-1,2,4-oxadiazol-3-yl)acetyl]pyrrolidine-2-carboxamide C1(CC1)C1=C(C=C(C=C1)C(NC(=O)C1N(CC(C1)F)C(CC1=NOC(N1)=O)=O)C1=CC=CC=C1)F